5-fluoro-N-(5-(piperazin-1-ylmethyl)pyridin-2-yl)pyrimidin-2-amin FC=1C=NC(=NC1)NC1=NC=C(C=C1)CN1CCNCC1